ethyl 3-(((((1R,2S,5R)-2-carbamoyl-7-oxo-1,6-diazabicyclo[3.2.1]octan-6-yl)oxy)sulfonyl)oxy)-2,2-dimethylpropanoate C(N)(=O)[C@H]1N2C(N([C@H](CC1)C2)OS(=O)(=O)OCC(C(=O)OCC)(C)C)=O